FC=1C(=CC=2C3=C(N=NC2C1)N(C(N3C(C)C)=O)C)C=3C=CC(=NC3)[C@@H](C)OCCN3CCC(CC3)C#N (R)-1-(2-(1-(5-(7-fluoro-1-isopropyl-3-methyl-2-oxo-2,3-dihydro-1H-imidazo[4,5-c]cinnolin-8-yl)pyridin-2-yl)ethoxy)ethyl)piperidine-4-carbonitrile